3,4-Dibenzylbenzoic acid C(C1=CC=CC=C1)C=1C=C(C(=O)O)C=CC1CC1=CC=CC=C1